FC1=CC=C(OC2=C(C=C(C(=O)O)C=C2)\C=C/CCCCCC=C)C=C1 4-(4-fluorophenoxy)-3-[(1Z)-nona-1,8-dien-1-yl]benzoic acid